Cl.C(C)(C)(C)C1=C(C(=O)N)C=CC(=C1)OC\C(=C/F)\CNC(=N)N tert-butyl-4-[(Z)-3-fluoro-2-(guanidinomethyl)allyloxy]benzamide hydrochloride